ClC1=C(C=C(C=C1)OC)S(=O)(=O)C(C1CCN(CC1)C(=O)NC1=CN=NC=C1)(F)F 4-(((2-chloro-5-methoxy-phenyl)sulfonyl)difluoro-methyl)-N-(pyridazin-4-yl)piperidine-1-carboxamide